C(C)N1C2=C([C@H]([C@H](C1=O)NC(C1=CC(=CC=C1)C(F)(F)F)=O)C1=CC=C(C=C1)F)C(=NN2C2COC2)C(=O)O |r| rac-(4R,5R)-7-ethyl-4-(4-fluorophenyl)-1-(oxetan-3-yl)-6-oxo-5-[3-(trifluoromethyl)benzamido]-4H,5H-pyrazolo[3,4-b]pyridine-3-carboxylic acid